potassium hydrogen diformate C(=O)[O-].C(=O)[O-].[K+]